[C@H]12CN(C[C@H](CC1)N2)C2=NC(=NC1=C(C(=C(C=C21)Cl)C2=C(C=CC=C2F)O)F)CN(C)C 2-(4-((1R,5S)-3,8-diazabicyclo[3.2.1]octan-3-yl)-6-chloro-2-((dimethylamino)methyl)-8-fluoroquinazolin-7-yl)-3-fluorophenol